carbonyl-bis-((4-benzoylphenyl)carbamoyl)-benzophenone C(=O)=C1C(C(=C(C(=O)C2=CC=CC=C2)C=C1)C(NC1=CC=C(C=C1)C(C1=CC=CC=C1)=O)=O)C(NC1=CC=C(C=C1)C(C1=CC=CC=C1)=O)=O